(2-[3-(diethoxymethylsilyl)propoxy]-5-hydroxyphenyl)trimethylphosphonium bromide [Br-].C(C)OC(OCC)[SiH2]CCCOC1=C(C=C(C=C1)O)[P+](C)(C)C